COC1=CC=C(C=C1)C1=NC(=NC(=N1)CCC)NC1=CC=C(C=C1)OC(F)(F)F (4-methoxyphenyl)-6-propyl-N-(4-(trifluoromethoxy)phenyl)-1,3,5-triazin-2-amine